4-(4-chlorophenyl)-N-(2-cyano-6-isopropylphenyl)-4-methylpiperidine-1-carboxamide ClC1=CC=C(C=C1)C1(CCN(CC1)C(=O)NC1=C(C=CC=C1C(C)C)C#N)C